BrCCC(=O)C=1C=C(C(=O)O)C=CC1 3-(3-bromo-propionyl)-benzoic acid